(1s,4s)-4-(methoxy-d3)cyclohexan-1-amine hydrochloride Cl.C(OC1CCC(CC1)N)([2H])([2H])[2H]